BrC=1N=C(N(C1C1CC1)C)C1=CC=2C(N=C1C1CC1)=NN(C2)CCC 4-bromo-5-cyclopropyl-2-{6-cyclopropyl-2-propyl-2H-pyrazolo[3,4-b]pyridin-5-yl}-1-methyl-1H-imidazole